C(C)(SC1CN(C1)C(C)(C)C)=O S-(1-(tert-butyl)azetidin-3-yl) ethanethioate